2-methyl-5-fluoroaniline CC1=C(N)C=C(C=C1)F